(3ar,5r,6as)-5-(6-chloro-1H-indazol-4-yl)hexahydro-1H-cyclopenta[c]furan-5-ol ClC1=CC(=C2C=NNC2=C1)C1(C[C@@H]2[C@@H](COC2)C1)O